C(\C=C/C(=O)O)(=O)O.C(\C=C/C(=O)O)(=O)O.FC1=C2C=C(NC2=CC=C1OC1=CC=NC2=CC(=C(C=C12)OC)OCC1(CC1)N)C 1-((4-(4-fluoro-2-methyl-1H-indol-5-yloxy)-6-methoxyquinolin-7-yloxy)methyl)cyclopropylamine bismaleate